CC1(C=C1)C(=O)NN[C@@H](CCCCN)C(=O)O (1-Methylcycloprop-2-enecarboxamido)lysine